N-{[(9H-fluoren-9-yl)methoxy]carbonyl}-3-quinolin-2-yl-L-alanine C1=CC=CC=2C3=CC=CC=C3C(C12)COC(=O)N[C@@H](CC1=NC2=CC=CC=C2C=C1)C(=O)O